C1(=CC=CC2=CC=CC=C12)C=C(C(=O)OCC)C(=O)OCC diethyl (naphthylmethylene)malonate